(S)-2-((4-(2-formyl-3-hydroxybenzoyl)morpholin-3-yl)methoxy)-6-hydroxybenzaldehyde C(=O)C1=C(C(=O)N2[C@@H](COCC2)COC2=C(C=O)C(=CC=C2)O)C=CC=C1O